(3R,5S)-1-(8-methoxyquinoxalin-5-yl)-5-methylpiperidin-3-amine COC=1C=CC(=C2N=CC=NC12)N1C[C@@H](C[C@@H](C1)C)N